[Si](C)(C)(C(C)(C)C)O[C@@H]1[C@@H](CC[C@@H](C1)C(N(C)OC)=O)N(C(OC(C)(C)C)=O)C tert-butyl ((1R,2S,4S)-2-((tert-butyldimethylsilyl)oxy)-4-(methoxy(methyl) carbamoyl)cyclohexyl)(methyl)carbamate